(3-hydroxy-5-nitro-phenyl)-morpholino-methanone OC=1C=C(C=C(C1)[N+](=O)[O-])C(=O)N1CCOCC1